(5-chloro-1-(2,6-dimethoxyphenyl)-2-(6-ethoxypyridin-2-yl)-1H-imidazo[4,5-b]pyrazin-6-yl)-1-(pyrimidin-2-yl)methanesulfonamide ClC=1N=C2C(=NC1C(S(=O)(=O)N)C1=NC=CC=N1)N(C(=N2)C2=NC(=CC=C2)OCC)C2=C(C=CC=C2OC)OC